BrC1=NN2C(NC(=C(C2=O)N2CC3(CN(C3)C(=O)OC(C)(C)C)C2)CC)=N1 tert-butyl 6-(2-bromo-5-ethyl-7-oxo-4,7-dihydro-[1,2,4]triazolo[1,5-a]pyrimidin-6-yl)-2,6-diazaspiro[3.3]heptane-2-carboxylate